tert-butyl (4-azidobenzyl)(2-hydroxyethyl)carbamate N(=[N+]=[N-])C1=CC=C(CN(C(OC(C)(C)C)=O)CCO)C=C1